tert-butyl N-((2-(((chloromethoxy)carbonyl) (methyl)amino)pyridin-3-yl)methyl)-N-((((di-tert-butoxyphosphoryl)oxy)methoxy) carbonyl)-glycinate ClCOC(=O)N(C1=NC=CC=C1CN(CC(=O)OC(C)(C)C)C(=O)OCOP(=O)(OC(C)(C)C)OC(C)(C)C)C